2,2-dimethylpropan-1-one CC(C=O)(C)C